C(CCCCC)NCCN N-hexylethane-1,2-diamine